N-[4-[(6-Chloro-1,7-naphthyridin-4-yl)oxy]-3-fluorophenyl]-1-(4-fluorophenyl)-2-methyl-6-oxopyrimidine-5-carboxamide ClC=1C=C2C(=CC=NC2=CN1)OC1=C(C=C(C=C1)NC(=O)C1=CN=C(N(C1=O)C1=CC=C(C=C1)F)C)F